C(CCC)N(C=O)CCCC N,N-di-n-butylformamide